N-(3-fluoro-2,6-diisopropylphenylcarbamoyl)-5-(1-hydroxycyclopropyl)thiophene-2-sulfonamide FC=1C(=C(C(=CC1)C(C)C)NC(=O)NS(=O)(=O)C=1SC(=CC1)C1(CC1)O)C(C)C